C(C)(C)(C)OC(=O)N1C[C@H](N(CC1)C1=NC(=CC=C1)Cl)C (R)-4-(6-chloropyridin-2-yl)-3-methylpiperazine-1-carboxylic acid tert-butyl ester